1-(4-(6-fluoro-3-(4-(methylsulfonyl)piperazine-1-carbonyl)quinolin-4-yl)phenyl)cyclopropanecarbonitrile FC=1C=C2C(=C(C=NC2=CC1)C(=O)N1CCN(CC1)S(=O)(=O)C)C1=CC=C(C=C1)C1(CC1)C#N